(±)-(2-(3-Fluoropiperidin-1-yl)pyridin-4-yl)methanamine F[C@H]1CN(CCC1)C1=NC=CC(=C1)CN |r|